FC1=C(C(=CC=C1)F)C1=CC(=C(N=N1)C(=O)O)NC1=NC=C(C=C1F)N1CCN(CC1)C 6-(2,6-difluorophenyl)-4-((3-fluoro-5-(4-Methylpiperazin-1-yl)pyridin-2-yl)amino)pyridazine-3-carboxylic acid